ClC=1C=C(C=C(C1)NS(=O)(=O)C)NC(=O)C=1C=NN(C1)C1=NC=C(C=C1OCC1=CN=CO1)C N-(3-chloro-5-(methylsulfonylamino)phenyl)-1-(5-methyl-3-(oxazol-5-ylmethoxy)pyridin-2-yl)-1H-pyrazole-4-carboxamide